3-isopropyl-5-[2-(2-oxo-2-pyrrolidin-1-yl-ethoxy)-benzyl]-1,6-dihydro-pyrazolo[4,3-d]pyrimidin-7-one C(C)(C)C1=NNC2=C1N=C(NC2=O)CC2=C(C=CC=C2)OCC(N2CCCC2)=O